N1(C=NC=C1)C(=N)N1C=NN=C1 imidazol-1-yl(1,2,4-triazol-4-yl)methanimine